CNN(C(C(=C)CC)=O)NC N,N-Di-methylaminoethylacrylamid